FC1=C(C(=CC=C1F)NC(C(F)(F)F)=O)C(C(C(=O)OC)C1(CC1)C(=O)OC)O methyl 1-(1-(2,3-difluoro-6-(2,2,2-trifluoroacetamido)phenyl)-1-hydroxy-3-methoxy-3-oxopropan-2-yl)cyclopropane-1-carboxylate